C(C)OC(C)N1N=CC(=C1)C=1C(=CC(=NC1F)N)F 5-(1-(1-ethoxyethyl)-1H-pyrazol-4-yl)-4,6-difluoropyridin-2-amine